BrC=1C=C(C(=NC1)OCCC1N(CCCC1)C)N 5-Bromo-2-(2-(1-methylpiperidin-2-yl)ethoxy)pyridin-3-amine